[Cl-].[Cl-].C[SiH](C)[Ti+2](NC(C)(C)C)C1(C(=C(C(=C1)C)C)C)C dimethylsilyl-(tetramethylcyclopentadienyl)(tert-butylamino)titanium dichloride